OC1=CC=C(C=C1)C(C)(C)C1=CC=C(OC)C=C1 (4-(4-hydroxyphenylisopropyl)phenoxy)methane